OC1=CC=C(C=C1)C1=CC=C(C(=O)NCC2=CC(=CC=C2)NS(=O)(=O)C2=C(C=CC=C2)C)C=C1 4-(4-hydroxyphenyl)-N-[[3-[(2-methylphenyl)sulfonylamino]phenyl]methyl]benzamide